C(C)(C)(C)OC(=O)NC1(COC1)C(=O)O\N=C(\C=1C=CC2=C(NC([C@H](CS2)NC(=O)OC(C)(C)C)=O)C1)/N [(Z)-[amino-[(3R)-3-(tert-butoxycarbonylamino)-4-oxo-3,5-dihydro-2H-1,5-benzothiazepin-7-yl] methylene] amino] 3-(tert-butoxycarbonylamino)oxetane-3-carboxylate